3,3-DIMETHYL-1-BUTEN-1,4-DICARBOXYLAT CC(C=CC(=O)[O-])(CC(=O)[O-])C